1-(Pyrimidin-5-yl)cyclopropan-1-amine trifluoroacetate FC(C(=O)O)(F)F.N1=CN=CC(=C1)C1(CC1)N